6-fluoro-2,3-dihydroquinazolin-4(1H)-one FC=1C=C2C(NCNC2=CC1)=O